(4-((2-methyl-6-(4-(trifluoromethyl)piperidin-1-yl)pyridin-3-yl)amino)benzyl)-5-oxopyrrolidine-3-carboxamide CC1=NC(=CC=C1NC1=CC=C(CN2CC(CC2=O)C(=O)N)C=C1)N1CCC(CC1)C(F)(F)F